2-((5-(((1-(3-Cyano-4-(4-cyano-3-fluorophenyl)-5-(3-hydroxy-4-methoxyphenyl)pyridin-2-yl)piperidin-4-yl)amino)methyl)pyridin-2-yl)oxy)-N-hydroxyacetamide formate C(=O)O.C(#N)C=1C(=NC=C(C1C1=CC(=C(C=C1)C#N)F)C1=CC(=C(C=C1)OC)O)N1CCC(CC1)NCC=1C=CC(=NC1)OCC(=O)NO